(2R)-1,1,1-trifluoropropan-2-ol FC([C@@H](C)O)(F)F